ClC=1C=CC(=C(C1)C1=CC(NC=C1OC)=O)N1N=NC(=C1)Cl 4-(5-Chloro-2-(4-chloro-1H-1,2,3-triazol-yl)phenyl)-5-methoxypyridin-2(1H)-one